O[C@H]1[C@@](COC1)(C)N1CCN(CC1)C=1C=C2C=C(N=CC2=CC1C)NC(=O)[C@@H]1C[C@@]12COCC2 (1R,3S)-N-(6-(4-((3S,4S)-4-hydroxy-3-methyltetrahydrofuran-3-yl)piperazin-1-yl)-7-methylisoquinolin-3-yl)-5-oxaspiro[2.4]heptane-1-carboxamide